FN(C1=NC(NC=C1)=O)C1=CCCC1 FLUOROCYCLOPENTENYLCYTOSIN